ClC1=C(CN2C(N(C(C3=CC=C(C=C23)C(=O)O)C)C)=O)C(=CC=C1)F 1-(2-chloro-6-fluoro-benzyl)-3,4-dimethyl-2-oxo-1,2,3,4-tetrahydro-quinazoline-7-carboxylic acid